2,5-dimethoxy-1,4-naphthoquinone COC=1C(C2=CC=CC(=C2C(C1)=O)OC)=O